ClC1=C(C=C(N=N1)NC1CC(C1)(O)C)C (cis)-3-((6-chloro-5-methylpyridazin-3-yl)amino)-1-methylcyclobutan-1-ol